4-(3-chloro-4-fluorophenyl)-1H-pyrazole-3-carboxylic acid ClC=1C=C(C=CC1F)C=1C(=NNC1)C(=O)O